FC1=C(C2=CC=CC=C2C=C1OC)B(O)O (2-fluoro-3-methoxy-1-naphthyl)boronic acid